(11R)-11-(Cyclohexylmethyl)-6-(2,6-dimethylphenyl)-2,2-dioxo-9-oxa-2λ6-thia-1,3,5,12,19-pentazatricyclo[12.3.1.14,8]nonadeca-4(19),5,7-trien-13-one C1(CCCCC1)C[C@@H]1COC2=CC(=NC(NS(N3CCCC(C(N1)=O)C3)(=O)=O)=N2)C2=C(C=CC=C2C)C